C(C)C(C(=O)N)N1C(NC2=CC=CC=C2C1=O)=O α-ethyl-1,4-dihydro-2,4-dioxo-3(2H)-quinazolineacetamide